N1C[C@@H](CC1)CC(=O)OC1=NC(=NC2=C(C(=C(C=C12)Cl)C1=NC(=CC(=C1C(F)(F)F)C)N(CC1=CC=C(C=C1)OC)CC1=CC=C(C=C1)OC)F)F (3S)-1-(7-(6-(bis(4-methoxybenzyl) amino)-4-methyl-3-(trifluoromethyl) pyridin-2-yl)-6-chloro-2,8-difluoroquinazolin-4-yl) pyrrolidin-3-ylacetate